N1CC(C1)NC=1C=CC(=C(C(=O)N[C@H](C)C=2C=C(C=CC2)C2=CC=C(S2)C(=O)OC)C1)C Methyl (R)-5-(3-(1-(5-(azetidin-3-ylamino)-2-methylbenzamido)ethyl) phenyl)thiophene-2-carboxylate